(indenyl)(2-methylindenyl)hafnium dichloride [Cl-].[Cl-].C1(C=CC2=CC=CC=C12)[Hf+2]C1C(=CC2=CC=CC=C12)C